CC(CC(C(NC(C=O)CC1C(NCC1)=O)=O)NC(OC(C(F)(F)C1=CC(=CC=C1)Cl)C1=CC=CC=C1)=O)C 2-(3-chlorophenyl)-2,2-difluoro-1-phenylethyl (4-methyl-1-oxo-1-((1-oxo-3-(2-oxopyrrolidin-3-yl)propan-2-yl)amino)pentan-2-yl)carbamate